ClC1=C(C=C(C=C1)C(F)(F)F)NC(=O)C1=C(N=C(S1)N(C(=O)C1(CC1)C(=O)N)C1=C(C=C(C=C1)F)F)C N-(5-((2-chloro-5-(trifluoromethyl)phenyl)carbamoyl)-4-methylthiazol-2-yl)-N-(2,4-difluorophenyl)cyclopropane-1,1-dicarboxamide